BrC=1C=C(C=CC1N1CC(NCC1)(C)C)C=1C(=C(C(=O)N)C=CC1)NC1=C(C=CC=C1)OC (3-bromo-4-(3,3-dimethylpiperazin-1-yl)phenyl)-2-((2-methoxyphenyl)amino)benzamide